diazene-1,2-dicarboxylic acid diisopropyl ester C(C)(C)OC(=O)N=NC(=O)OC(C)C